COC1=C(C=C(C=O)C=C1[N+](=O)[O-])[N+](=O)[O-] 4-methoxy-3,5-dinitrobenzaldehyde